O1C(OCC=C1)SC(=S)N1CCOCC1 1,3-dioxain-2-yl-morpholine-4-carbodithioate